uranium iron-thorium [Th].[Fe].[U]